1-acetyl-N-((3aR,4R,5R,7R,7aS)-2-(4-cyano-3-(trifluoromethyl)phenyl)-4,7-dimethyl-1,3-dioxooctahydro-1H-4,7-epoxyisoindol-5-yl)piperidine-4-carboxamide C(C)(=O)N1CCC(CC1)C(=O)N[C@H]1[C@]2([C@@H]3C(N(C([C@@H]3[C@@](C1)(O2)C)=O)C2=CC(=C(C=C2)C#N)C(F)(F)F)=O)C